BrC=1C=C(C=CC1)C(C(F)F)=O 1-(3-bromophenyl)-2,2-difluoro-ethanone